CN1N=CC(=C1)C1=CC=2N(C(=N1)O[C@H]1CCN(CCC1)S(=O)(=O)C=C)C=CN2 |o1:13| (R)- or (S)-7-(1-methyl-1H-pyrazol-4-yl)-5-((1-(vinylsulfonyl)azepan-4-yl)oxy)imidazo[1,2-c]pyrimidine